N1=C(N=CC2=C1NC1=CC=CC=C21)C2=CC=C(C(=O)N)C=C2 4-(9H-pyrimido[4,5-b]indol-2-yl)benzamide